(2-(4-((tert-butoxycarbonyl)amino)phenyl)thiazole-4-carbonyl)seryl-L-alanine C(C)(C)(C)OC(=O)NC1=CC=C(C=C1)C=1SC=C(N1)C(=O)N[C@@H](CO)C(=O)N[C@@H](C)C(=O)O